CC1=NN(C(=C1)C)CC(=O)N1CC(OCC1)C1=NC(=CC(=C1)CC1=C(C=CC=C1)C)C 2-(3,5-dimethyl-1H-pyrazol-1-yl)-1-(2-(6-methyl-4-(2-methylbenzyl)pyridin-2-yl)morpholino)ethan-1-one